3-(6-chloro-5-(6'-chloro-3'-fluoro-2'-hydroxy-[1,1'-biphenyl]-4-yl)-1H-indazol-3-yl)-propanoic acid ClC1=C(C=C2C(=NNC2=C1)CCC(=O)O)C1=CC=C(C=C1)C1=C(C(=CC=C1Cl)F)O